4-(1-(4-((1H-Indazol-5-yl)ethynyl)-[2,4'-bipyrimidin]-2'-yl)azetidin-3-yl)benzonitrile trifluoroacetate FC(C(=O)O)(F)F.N1N=CC2=CC(=CC=C12)C#CC1=NC(=NC=C1)C1=NC(=NC=C1)N1CC(C1)C1=CC=C(C#N)C=C1